3,2-dioxan C1OOCCC1